ClC=1C(=NC=CC1C1=NC(=C(C=C1)CNCC1NC(CC1)=O)OC)C=1C(=C(C=CC1)NC(C1=NC=C(C=C1)CNCCOC)=O)C N-(3-(3'-chloro-6-methoxy-5-((((5-oxopyrrolidin-2-yl)methyl)amino)methyl)-[2,4'-bipyridin]-2'-yl)-2-methylphenyl)-5-(((2-methoxyethyl)amino)methyl)picolinamide